iso-stearyl acrylate C(C=C)(=O)OCCCCCCCCCCCCCCCC(C)C